((3R,4R)-4-(((6-(ethyl(4-(1-(2-hydroxyethyl)-1H-pyrazol-4-yl)benzyl)amino)-5-fluoropyrimidin-4-yl)amino)methyl)-3-hydroxypiperidin-1-yl)acetamide C(C)N(C1=C(C(=NC=N1)NC[C@@H]1[C@H](CN(CC1)CC(=O)N)O)F)CC1=CC=C(C=C1)C=1C=NN(C1)CCO